1,6-di-(t-butylperoxy)hexane C(C)(C)(C)OOCCCCCCOOC(C)(C)C